4-(2-methyl-6,7-dihydropyrazolo[1,5-a]pyrimidin-4(5H)-yl)-N-(5-methyl-6-phenylpyridin-3-yl)-4-oxobutanamide CC1=NN2C(N(CCC2)C(CCC(=O)NC=2C=NC(=C(C2)C)C2=CC=CC=C2)=O)=C1